methyl-aminopropyl-dimethoxysilane 4-hydroxypyrrolidine-1-carboxylate OC1CCN(C1)C(=O)O.C[Si](OC)(OC)CCCN